C1(=CC=CC=C1)N1N=N[C@@H]2[C@H]1[C@H]1CCC[C@@H]2N1N1C(C2=CC=CC=C2C1=O)=O 2-((3aS,4S,8R,8aR)-1-phenyl-1,3a,4,5,6,7,8,8a-octahydro-4,8-epiminocyclohepta[d][1,2,3]triazol-9-yl)isoindoline-1,3-dione